methyl 4-amino-6-chloro-7-(tert-butyl)-7H-pyrrolo[2,3-d]pyrimidine-5-carboxylate NC=1C2=C(N=CN1)N(C(=C2C(=O)OC)Cl)C(C)(C)C